ethyl 1-(2-fluorobenzyl)-3-(isoxazol-3-yl)-1H-1,2,4-triazole-5-carboxylate FC1=C(CN2N=C(N=C2C(=O)OCC)C2=NOC=C2)C=CC=C1